COC(=O)[C@@H]1[C@H]2[C@H]3[C@@H](C[C@@H]([C@H]2CN1)C3)F (1s,2r,3s,6r,7s,9r)-9-fluoro-4-azatricyclo[5.2.1.0{2,6}]decane-3-carboxylic acid methyl ester